O1-tert-butyl O2-methyl (2S,4S)-4-[3-[3-[2-methoxy-3-(methylamino)propyl]-2-methyl-benzimidazol-4-yl]phenoxy]-2-methyl-pyrrolidine-1,2-dicarboxylate COC(CN1C(=NC2=C1C(=CC=C2)C=2C=C(O[C@H]1C[C@](N(C1)C(=O)OC(C)(C)C)(C(=O)OC)C)C=CC2)C)CNC